5-{4-Amino-5-[(azetidin-1-yl)methyl]pyrrolo[2,1-f][1,2,4]triazin-7-yl}-N-[(3R,4S)-1-(3,3-difluorocyclobutancarbonyl)-4-fluoropyrrolidin-3-yl]-2-methoxypyridin-3-carboxamid NC1=NC=NN2C1=C(C=C2C=2C=C(C(=NC2)OC)C(=O)N[C@@H]2CN(C[C@@H]2F)C(=O)C2CC(C2)(F)F)CN2CCC2